4-Methacryloxy-2-hydroxybenzophenon C(C(=C)C)(=O)OC1=CC(=C(C(=O)C2=CC=CC=C2)C=C1)O